ClC=1C=C(C=CC1)C=1N=C2N(C=CC=C2)C1CC1=CC=C(N(C)C)C=C1 4-((2-(3-Chlorophenyl)imidazo[1,2-a]pyridin-3-yl)methyl)-N,N-dimethylaniline